OC1=CC=C(C(=O)NCC=2N=NN(C2)[C@@H](CC(=O)NO)CC2=CC3=CC=CC=C3C=C2)C=C1 4-hydroxy-N-[[1-[(1R)-3-(hydroxyamino)-1-(2-naphthylmethyl)-3-oxo-propyl]triazol-4-yl]methyl]benzamide